N1(CCOCC1)C1=NC=CC(=C1)B(O)O 2-(MORPHOLIN-4-YL)PYRIDINE-4-BORONIC ACID